C(C1=CC=CC=C1)(C1=CC=CC=C1)(C1=CC=CC=C1)N1C=NC(=C1)C1=CC=C(C=C1)NC(OC)=O methyl (4-(1-trityl-1H-imidazol-4-yl)phenyl)carbamate